2-(2-fluorobenzyl)-N,4-dimethyl-N-(2-morpholinoethyl)aniline FC1=C(CC2=C(N(CCN3CCOCC3)C)C=CC(=C2)C)C=CC=C1